COC1=C(C=CC=C1OC)/C=C/C(=O)C1=C(C=C(C=C1OC)OC)O (E)-3-(2,3-dimethoxyphenyl)-1-(2-hydroxy-4,6-dimethoxyphenyl)prop-2-en-1-one